(E)-8-bromo-2-chloro-4-(2-(3-methylbenzylidene)hydrazinyl)quinazoline BrC=1C=CC=C2C(=NC(=NC12)Cl)N/N=C/C1=CC(=CC=C1)C